2-(11-dodecyl-3-ethyl-9,15-dioxo-8,10,14-trioxa-3-azanonadecan-19-yl)propane-1,3-diyldioctanoate C(CCCCCCCCCCC)C(OC(OCCCCN(CC)CC)=O)CCOC(CCCCC(CCCCCCCCC(=O)[O-])CCCCCCCCC(=O)[O-])=O